C(CC)C=C(C(=O)[O-])S(=O)(=O)O 3-propylsulfoacrylate